[C@@H]12OC[C@@H](N(C1)C1CCN(CC1)C1=C(C=C(C(=C1)OC)NC1=NC=NC(=C1)N1OCC[C@@H]1C1=CC(=C(C=C1)Cl)F)NC(C=C)=O)C2 N-(2-(4-((1S,4S)-2-oxa-5-azabicyclo[2.2.1]heptane-5-yl)piperidine-1-yl)-5-((6-((R)-3-(4-chloro-3-fluorophenyl)-isoxazolidine-2-yl)pyrimidine-4-yl)amino)-4-methoxy-phenyl)acrylamide